spiro[dibenzo[b,e]siline-10,1'-isobenzofuran]-3'-one C12(OC(C3=CC=CC=C13)=O)C1=C([SiH2]C3=C2C=CC=C3)C=CC=C1